3-(2,2,6,6-tetramethylpiperidinyloxy)indoline CC1(N(C(CCC1)(C)C)OC1CNC2=CC=CC=C12)C